OC(C(=O)N1CC2=C(C=C(C=C2CC1)C=1C=C2C(=NC1)NN=C2C)[C@H]2NCCOC2)(C)C (R)-2-hydroxy-2-methyl-1-(6-(3-methyl-1H-pyrazolo[3,4-b]pyridin-5-yl)-8-(morpholin-3-yl)-3,4-dihydroisoquinolin-2(1H)-yl)propan-1-one